ethyl 5-(1-((tert-butylsulfinyl)amino)-2-phenylethyl)-2-methylbenzofuran-3-carboxylate C(C)(C)(C)S(=O)NC(CC1=CC=CC=C1)C=1C=CC2=C(C(=C(O2)C)C(=O)OCC)C1